FC(OC1=C(C(=O)NCC(F)(F)F)C(=CC(=C1)C1=CN=C2N1C=CC(=C2)OCCN2CCOCC2)OC)F 2-(difluoromethoxy)-6-methoxy-4-[7-(2-morpholinoethoxy)imidazo[1,2-a]pyridin-3-yl]-N-(2,2,2-trifluoroethyl)benzamide